C1CCC12N(CCC2)CC(=O)NC=2C=C(C(=NC2)C)NC(=O)C=2C=NN1C2SC(=C1)C=1C=NN(C1)CCO N-(5-(2-(5-azaspiro[3.4]oct-5-yl)acetamido)-2-methylpyridin-3-yl)-2-(1-(2-hydroxyethyl)-1H-pyrazol-4-yl)pyrazolo[5,1-b]thiazole-7-carboxamide